COC=1C=C2C(=NC1C1=C3CCC(C3=CC=C1)C#N)C(=NN2)C=2C=NN(C2)[C@@H]2CN(CC2)C(COC)=O 4-(6-Methoxy-3-(1-((S)-1-(2-methoxyacetyl)pyrrolidin-3-yl)-1H-pyrazol-4-yl)-1H-pyrazolo[4,3-b]pyridin-5-yl)-2,3-dihydro-1H-indene-1-carbonitrile